CC1(COCC1)O tetrahydro-3-methyl-3-furanol